C(CC)N(CCN(CCN(CCC)CCC)CCN(CCC)CCC)CCC tris[2-(di-n-propylamino)ethyl]amine